C(C)(C)(C)C1=NN2C(NC=3C(=C2)CN(C3)C3CCCC3)=C1 2-tert-butyl-6-cyclopentyl-6,7-dihydro-4H-pyrazolo[1,5-a]pyrrolo[3,4-d]pyrimidine